6-(4-amino-4-(2-fluorophenyl)piperidin-1-yl)-3-(3,4-dichloro-2-methyl-2H-indazol-5-yl)-1H-pyrazolo[3,4-d]pyrimidine-4-carboxamide NC1(CCN(CC1)C1=NC(=C2C(=N1)NN=C2C2=C(C1=C(N(N=C1C=C2)C)Cl)Cl)C(=O)N)C2=C(C=CC=C2)F